6-methyl-1,4,5,6-tetrahydropyridazine CC1CCC=NN1